N-[4-(cyclopentyloxy)-3-sulfamoylphenyl]-2-phenylacetamide C1(CCCC1)OC1=C(C=C(C=C1)NC(CC1=CC=CC=C1)=O)S(N)(=O)=O